Benzyl {(2R)-1-[(1-{4-[(1S)-1-aminoethyl]phenyl}-4,4-difluorocyclohexyl)amino]-1-oxopropan-2-yl}carbamate N[C@@H](C)C1=CC=C(C=C1)C1(CCC(CC1)(F)F)NC([C@@H](C)NC(OCC1=CC=CC=C1)=O)=O